3',4',3,5,6,7,8-heptamethoxyflavone COC=1C=C(C=2OC3=C(C(=C(C(=C3C(C2OC)=O)OC)OC)OC)OC)C=CC1OC